Rac-4-(3-(4-amino-2-methylpyrido[3,2-d]pyrimidin-6-yl)phenyl)-2-(1H-imidazol-4-yl)but-3-yn-2-ol NC=1C2=C(N=C(N1)C)C=CC(=N2)C=2C=C(C=CC2)C#C[C@@](C)(O)C=2N=CNC2 |r|